N2-(3-methoxy-4-(1-methylpiperidin-4-yl)phenyl)-N4-(6-methyl-2,2'-bipyridin-3-yl)pyrimidine-2,4-diamine COC=1C=C(C=CC1C1CCN(CC1)C)NC1=NC=CC(=N1)NC=1C(=NC(=CC1)C)C1=NC=CC=C1